tert-Butyl-8-{[(2R,5S)-4-(6-cyano-1-methyl-2-oxo-1,2-dihydro-1,5-naphthyridin-4-yl)-2,5-dimethylpiperazin-1-yl]methyl}-3,4-dihydro-2H-1,4-benzoxazin-4-carboxylat C(C)(C)(C)OC(=O)N1CCOC2=C1C=CC=C2CN2[C@@H](CN([C@H](C2)C)C2=CC(N(C1=CC=C(N=C21)C#N)C)=O)C